COC1=C(C=C(C=C1)OC(F)(F)F)CCN 1-(2-methoxy-5-(trifluoromethoxy)phenyl)ethan-2-amine